3,4'-biquinolin N1=CC(=CC2=CC=CC=C12)C1=CC=NC2=CC=CC=C12